O=C1CCC(N1)NC(=O)C1=NC=NC(=C1)C1=CC(=C(C=C1)Cl)Cl 6-(3,4-dichloro-phenyl)-pyrimidine-4-carboxylic acid (5-oxo-pyrrolidin-2-yl)-amide